5-(((1R,2S)-2-amino-2,3-dihydro-1H-inden-1-yl)(methyl)amino)-2-(2,6-dioxopiperidin-3-yl)isoindoline-1,3-dione N[C@@H]1[C@@H](C2=CC=CC=C2C1)N(C=1C=C2C(N(C(C2=CC1)=O)C1C(NC(CC1)=O)=O)=O)C